C(C)OC(CC1=C(C=C(C=C1)Br)COCC(F)(F)C1=C(C=CC(=C1)C#N)COC1=NC(=CC=C1)Br)=O 2-[4-bromo-2-[[2-[2-[(6-bromo-2-pyridinyl)oxymethyl]-5-cyano-phenyl]-2,2-difluoro-ethoxy]methyl]phenyl]acetic acid ethyl ester